FC=1C(=NC(=NC1)NC1=C(C(=O)NO)C=CC=N1)C=1C=C(C2=C(N(C(=N2)C)C(C)C)C1)F ((5-fluoro-4-(4-fluoro-1-isopropyl-2-methyl-1H-benzo[d]imidazol-6-yl)pyrimidin-2-yl)amino)-N-hydroxynicotinamide